N-SPIRO[CHROMANE-2,1'-CYCLOPENTANE]-4-YL-6-(TRIFLUOROMETHYL)-7H-PYRROLO[2,3-D]PYRIMIDIN-4-AMINE C12(CCCC1)OC1=CC=CC=C1C(C2)NC=2C1=C(N=CN2)NC(=C1)C(F)(F)F